C(C)(=O)C1N(NC2=CC=C(C=C12)C=1C=C2CCCC2=CC1)CC(=O)N1[C@@H](CC1)C(=O)NC1=NC(=CC=C1)C (S)-1-(2-(3-Acetyl-5-(2,3-dihydro-1H-inden-5-yl)-1H-indazol-2-yl)acetyl)-N-(6-methylpyridin-2-yl)azetidine-2-carboxamide